The molecule is a dipeptide consisting of L-histidine substituted on the alpha and tele (tele) nitrogens by 2,4-dinitrophenyl groups and connected to L-glutamine via a peptide bond. It contains a 2,4-dinitrophenyl group. C1=CC(=C(C=C1[N+](=O)[O-])[N+](=O)[O-])N[C@@H](CC2=CN(C=N2)C3=C(C=C(C=C3)[N+](=O)[O-])[N+](=O)[O-])C(=O)N[C@@H](CCC(=O)N)C(=O)O